amino-1-(tert-butoxycarbonyl)indoline-5-carboxylic acid NC1N(C2=CC=C(C=C2C1)C(=O)O)C(=O)OC(C)(C)C